C1CCN(C1)CCOC2=C3COC/C=C/COCC4=CC=C(O4)C5=NC(=NC=C5)NC(=C3)C=C2 (9E)-15-(2-(pyrrolidin-1-yl)ethoxy)-7,12,25-trioxa-19,21,24-triaza-tetracyclo[18.3.1.1(2,5).1(14,18)]hexacosa-1(24),2,4,9,14(26),15,17,20,22-nonaene